(E)-3-cyclobutyl-1-(imidazo[1,2-a]pyrazin-3-yl)prop-2-en-1-one C1(CCC1)/C=C/C(=O)C1=CN=C2N1C=CN=C2